4-(2-chloro-4-fluorophenyl)-6-(((S)-6-((cyclopropylsulfonyl)carbamoyl)-5-azaspiro[2.4]heptan-5-yl)methyl)-2-(thiazol-2-yl)-1,4-dihydropyrimidine-5-carboxylic acid ethyl ester C(C)OC(=O)C=1C(N=C(NC1CN1CC2(CC2)C[C@H]1C(NS(=O)(=O)C1CC1)=O)C=1SC=CN1)C1=C(C=C(C=C1)F)Cl